[Br-].C[N+](CCC[Si](OCC)(OCC)OCC)(CCCCCCCCCCCCCCCCCCCC)C dimethyleicosyl-[3-(triethoxysilyl)propyl]ammonium bromide